C(C)(C)(C)OC(=O)N1C(=CC2=CC=CC=C12)C1=C(C=CC(=C1)S(=O)(=N)CC)N1CC(C1)(C)C#N tert-butyl-2-(2-(3-cyano-3-methylazetidin-1-yl)-5-(ethylsulfonimidoyl)phenyl)-1H-indole-1-carboxylate